NC=1C2=C(N=CN1)C(=NC(=C2)N(C)C2CC(C2)OC)C=2C(=C(C=CC2C)O)C 3-((S)-4-amino-6-(((1r,3S)-3-methoxycyclobutyl)(methyl)amino)pyrido[3,4-d]pyrimidin-8-yl)-2,4-dimethylphenol